O1CC(C1)C(COCC(CC)C1COC1)CC di[2-(3-oxetanyl)butyl] ether